(2-oxa-6-azaspiro[3.3]hept-6-yl)pyrazolo[1,5-a]pyrimidine-3-carboxylic acid C1OCC12CN(C2)C2=NN1C(N=CC=C1)=C2C(=O)O